ClC1=C(C=CC=C1)CC(=O)NC1=CC(=C(C=C1)C1=CN=C(S1)C1CC1)S(N)(=O)=O 2-(2-chlorophenyl)-N-[4-(2-cyclopropyl-1,3-thiazol-5-yl)-3-sulfamoylphenyl]Acetamide